N-(3-(cyclohepta-2,4,6-trien-1-yl)prop-2-yn-1-yl)-4-methyl-N-(3-(o-tolyl)prop-2-yn-1-yl)benzenesulfonamide C1(C=CC=CC=C1)C#CCN(S(=O)(=O)C1=CC=C(C=C1)C)CC#CC1=C(C=CC=C1)C